4-(methoxycarbonyl)n-butanoic acid ethyl ester C(C)OC(CCCC(=O)OC)=O